NC1=NC(=C(C=C1C=1C=C2CC(NC(C2=CC1)=O)=O)C1=CC=C(C=C1)N1CCN(CC1)C(C)C)F 6-(2-amino-6-fluoro-5-(4-(4-isopropylpiperazin-1-yl)phenyl)pyridin-3-yl)isoquinoline-1,3(2H,4H)-dione